C(C=C)(=O)OC(COC=C)C 1-Methyl-2-vinyloxyethyl acrylate